CN(CCNCCN)C dimethyldiethylenetriamine